FC1=CC=C(C=C1)C1=NN2C(CN(CC2)C(=O)C=2C=NC=CC2)=C1B1OC(C(O1)(C)C)(C)C (2-(4-fluorophenyl)-3-(4,4,5,5-tetramethyl-1,3,2-dioxaborolan-2-yl)-6,7-dihydropyrazolo[1,5-a]pyrazin-5(4H)-yl)(pyridin-3-yl)methanone